C(CCCCCCCCCCCCCCCCC)(=O)[O-].[Li+] lithium octadecanate